O=C1COC2=C(N1)C=CC=C2 3-oxo-4H-1,4-benzoxazin